4-(2-chloro-4-benzoylphenylthio)phenylbis(4-fluorophenyl)sulfonium hexafluorophosphate F[P-](F)(F)(F)(F)F.ClC1=C(C=CC(=C1)C(C1=CC=CC=C1)=O)SC1=CC=C(C=C1)[S+](C1=CC=C(C=C1)F)C1=CC=C(C=C1)F